ClC=1C=C(C=NC1C)NC(C(=O)N1[C@@H](CC[C@H](C1)C)C=1C=C2CCC(NC2=CC1)=O)=O N-(5-chloro-6-methyl-3-pyridyl)-2-[(2S,5R)-5-methyl-2-(2-oxo-3,4-dihydro-1H-quinolin-6-yl)-1-piperidyl]-2-oxo-acetamide